6,8-dibromo-[1,2,4]triazolo[1,5-a]pyrazine BrC=1N=C(C=2N(C1)N=CN2)Br